C(N)(=S)C1N(CCN(C1)C(=O)OC(C)(C)C)C(=O)OC(C)(C)C di-tert-butyl 2-thiocarbamoylpiperazine-1,4-dicarboxylate